C(#N)C1=C(OCC2=NC=CC(=N2)OC2CCN(CC2)CC2=NC3=C(N2C[C@H]2OCC2)C=C(C=C3)C(=O)O)C=CC(=C1)F 2-{[4-({2-[(2-cyano-4-fluorophenoxy)methyl]pyrimidin-4-yl}oxy)piperidin-1-yl]methyl}-1-{[(2S)-oxetan-2-yl]methyl}-1H-1,3-benzodiazole-6-carboxylic acid